CC=1N=C2N(N=C(C=C2)C2=CNC=3N=C(N=CC32)C=3C=C2C=CC=NC2=CC3)C1 6-(5-(2-methylimidazo[1,2-b]pyridazin-6-yl)-7H-pyrrolo[2,3-d]pyrimidin-2-yl)quinoline